ortho-aminobenzenesulfonic acid NC1=C(C=CC=C1)S(=O)(=O)O